(1-(2,4-Dimethoxybenzyl)-7-methoxy-1H-indazol-6-yl) carbamate C(N)(OC1=CC=C2C=NN(C2=C1OC)CC1=C(C=C(C=C1)OC)OC)=O